5-amino-7-bromo-1-methyl-1H-benzo[d]imidazole-4-carbonitrile NC1=C(C2=C(N(C=N2)C)C(=C1)Br)C#N